[4-bromo-1-(2,2-difluoroethyl)-6-fluoroindazol-5-yl](2-chloro-5-fluorophenyl)methanone BrC1=C2C=NN(C2=CC(=C1C(=O)C1=C(C=CC(=C1)F)Cl)F)CC(F)F